CC=1C(C2=CC=3CCCC3C=C2C1)CC1C(=C(C2=CC=CC=C12)C)C (2-methyl-1,5,6,7-tetrahydro-s-indacen-1-yl)dimethyl-(2-methylindene)